N(=[N+]=[N-])[C@H]1CCN2C1=NC=C2 (S)-7-azido-6,7-dihydro-5H-pyrrolo[1,2-a]imidazole